N-(2-chloro-6-fluorophenyl)-5-fluoro-4-{3-[(1S)-1-hydroxyethyl]-4-methyl-5-oxo-4,5-dihydro-1H-1,2,4-triazol-1-yl}-2-[(2S)-pent-2-yloxy]benzamide ClC1=C(C(=CC=C1)F)NC(C1=C(C=C(C(=C1)F)N1N=C(N(C1=O)C)[C@H](C)O)O[C@@H](C)CCC)=O